N1N=C(C2=C1CCCO2)C(=O)OCC ethyl 1,5,6,7-tetrahydropyrano[3,2-c]pyrazole-3-carboxylate